C(C=1C(C(=O)[O-])=CC=CC1)(=O)OCCOC(C=C)=O (2-acryloyloxyethyl) phthalate